C(=C)CC(C(=O)[O-])(C)C Vinyl-pivalat